(S)-3-(5-(4-(2-(4-(azetidin-2-ylmethoxy)phenyl)propan-2-yl)phenoxy)pyrimidin-2-yl)-5-methyl-1,2,4-Oxadiazole N1[C@@H](CC1)COC1=CC=C(C=C1)C(C)(C)C1=CC=C(OC=2C=NC(=NC2)C2=NOC(=N2)C)C=C1